diglycidyl ether, lithium salt [Li].C(C1CO1)OCC1CO1